1,6-bis(2-bromo-6-(tert-butyl)-4-fluorophenoxy)hexane BrC1=C(OCCCCCCOC2=C(C=C(C=C2C(C)(C)C)F)Br)C(=CC(=C1)F)C(C)(C)C